3-(methoxy-methyl)pyrrolidine COCC1CNCC1